(R)-1-(4-(2-((3,3-diphenylallyl)(1-(4-methoxyphenyl)ethyl)amino)ethyl)piperazin-1-yl)ethanone C1(=CC=CC=C1)C(=CCN(CCN1CCN(CC1)C(C)=O)[C@H](C)C1=CC=C(C=C1)OC)C1=CC=CC=C1